C(C)(C)(C)OC(=O)N[C@H](C(=O)O)[C@@H](C)O (2S,3R)-2-((tert-butoxycarbonyl)amino)-3-hydroxybutanoic Acid